C12CCC(CC1)N2CC(=O)C2=C(N(C(=C2)CCCCS(=O)(=O)C)C2=CC=C(C=C2)Cl)C (7-azabicyclo[2.2.1]heptan-7-yl)-1-(1-(4-chlorophenyl)-2-methyl-5-(4-(methylsulfonyl)butyl)-1H-pyrrol-3-yl)ethan-1-one